2-(4-chloro-3-(1-(difluoromethyl)-1H-1,2,4-triazol-5-yl)phenyl)ethyl (1-(difluoromethyl)cyclopropyl)carbamate FC(C1(CC1)NC(OCCC1=CC(=C(C=C1)Cl)C1=NC=NN1C(F)F)=O)F